[Al].[Mg].[La] lanthanum magnesium Aluminum